4-cyclopropyl-2-isopropyl-4-oxo-butyric acid C1(CC1)C(CC(C(=O)O)C(C)C)=O